4-aminocyclopentenecarboxylic acid NC1CC=C(C1)C(=O)O